7-(1-(adamantan-1-ylmethyl)-5-methyl-1H-pyrazol-4-yl)-3-(5-(benzodithiazol-2-ylamino)pyridin-2-yl)imidazo[1,2-a]pyridine-8-carboxylic acid C12(CC3CC(CC(C1)C3)C2)CN2N=CC(=C2C)C2=C(C=3N(C=C2)C(=CN3)C3=NC=C(C=C3)NS3SC2=C(N3)C=CC=C2)C(=O)O